1-[(12aR)-9-(2-chloro-6-hydroxyphenyl)-10-fluoro-8-(prop-1-yn-1-yl)-3,4,12,12a-tetrahydro-6H-pyrazino[2,1-c][1,4]benzooxazepin-2(1H)-yl]prop-2-en-1-one ClC1=C(C(=CC=C1)O)C1=C(C2=C(CN3[C@@H](CO2)CN(CC3)C(C=C)=O)C=C1C#CC)F